4-fluoro-1H-pyrrolo[2,3-b]pyridine-5-carbonitrile FC1=C2C(=NC=C1C#N)NC=C2